COC(=O)NC1=C(C(=O)O)C=CC=C1 2-((methoxycarbonyl)amino)benzoic acid